Trimesyl chloride C(C1=CC(C(=O)Cl)=CC(C(=O)Cl)=C1)(=O)Cl